isopropyl 4-[5-amino-2-(3-cyanophenyl)pyrazolo[1,5-a]pyrimidin-3-yl]-6-methyl-pyridine-2-carboxylate NC1=NC=2N(C=C1)N=C(C2C2=CC(=NC(=C2)C)C(=O)OC(C)C)C2=CC(=CC=C2)C#N